C(#N)[C@@H](C[C@H]1C(NCCC1)=O)NC(=O)[C@@H]1N(C2CCC1CC2)C(=O)C=2NC1=CC=CC(=C1C2)OC (R)-N-((R)-1-cyano-2-((S)-2-oxopiperidin-3-yl)ethyl)-2-(4-methoxy-1H-indole-2-carbonyl)-2-azabicyclo[2.2.2]octane-3-carboxamide